C(C)(=O)O[C@H]1[C@@H](SC2=CC(=CC(=C2)C#N)Cl)O[C@@H]([C@@H]([C@@H]1N=[N+]=[N-])OC(C)=O)COC(C)=O 3-chloro-5-cyanophenyl 2,4,6-tri-O-acetyl-3-azido-3-deoxy-1-thio-alpha-D-galactopyranoside